O=C1C=C(N=C2N1C=CC=C2)C(=O)NCC=2N=C1N(C=C(C=C1)CN1CC(C1)C1=NC=CC=C1)C2 4-oxo-N-[(6-{[3-(pyridin-2-yl)azetidin-1-yl]methyl}imidazo[1,2-a]pyridin-2-yl)methyl]-4H-pyrido[1,2-a]pyrimidine-2-carboxamide